C[C@@H]1CN(C[C@@H]2N1CC[C@H](C2)C=2C=NC(=CC2)N2CCNCC2)C2=C1C=CC=NC1=C(C=C2)C#N 5-[(4R,8R,9aR)-4-methyl-8-(6-piperazin-1-yl-3-pyridinyl)-1,3,4,6,7,8,9,9a-octahydropyrido[1,2-a]pyrazin-2-yl]quinoline-8-carbonitrile